C(C)(C)C1=C(NC2=CC=C(C=C12)OCC1CCN(CC1)C1CCOCC1)C=1C=C(C=2N(C1)N=CN2)C 6-(3-Isopropyl-5-((1-(tetrahydro-2H-pyran-4-yl)piperidin-4-yl)methoxy)-1H-indol-2-yl)-8-methyl-[1,2,4]triazolo[1,5-a]pyridin